2-(pyrrolidin-1-yl)ethyl (6-methyl-5-(2-(1-methyl-1H-pyrazol-4-yl)pyrazolo[5,1-b]thiazole-7-carboxamido)pyridin-3-yl)carbamate CC1=C(C=C(C=N1)NC(OCCN1CCCC1)=O)NC(=O)C=1C=NN2C1SC(=C2)C=2C=NN(C2)C